1-(Acetyloxy)ethyl (3R)-3-{[5-(2-chloro-5-cyanophenyl)-1H-indazol-3-yl]carbamoyl}piperidine-1-carboxylate ClC1=C(C=C(C=C1)C#N)C=1C=C2C(=NNC2=CC1)NC(=O)[C@H]1CN(CCC1)C(=O)OC(C)OC(C)=O